3-(4-(8-chloro-7-((2-methyl-1H-benzo[d]imidazol-6-yl)oxy)quinoxalin-2-yl)-1H-pyrazol-1-yl)-N,N-dimethyl-azetidine-1-carboxamide ClC=1C(=CC=C2N=CC(=NC12)C=1C=NN(C1)C1CN(C1)C(=O)N(C)C)OC=1C=CC2=C(NC(=N2)C)C1